6-(2H-tetrazol-5-yl)-1,3-benzothiazol-2-amine N=1NN=NC1C1=CC2=C(N=C(S2)N)C=C1